(6-cyclopropyl-5-phenyl-5H-pyrrolo[2,3-b]pyrazin-7-yl)(3-((o-tolyloxy)meth-yl)piperidin-1-yl)methanone C1(CC1)C1=C(C=2C(=NC=CN2)N1C1=CC=CC=C1)C(=O)N1CC(CCC1)COC1=C(C=CC=C1)C